C(C)NCCC[Si](OCC)(OCC)C 3-(ethylamino)propylmethyldiethoxysilane